1-(5-{[(1R,3s,5S)-8-Azabicyclo[3.2.1]octan-3-yl](methyl)amino}[1,3]thiazolo[5,4-d][1,3]thiazol-2-yl)-4-bromopyridin-2(1H)-on Hydrochlorid Cl.[C@H]12CC(C[C@H](CC1)N2)N(C=2SC1=C(N2)SC(=N1)N1C(C=C(C=C1)Br)=O)C